ClC1=C(C(=C(C=N1)NCC1=CC=C(C=C1)OC)NCC)OC 6-Chloro-N4-ethyl-5-methoxy-N3-(4-methoxybenzyl)pyridine-3,4-diamine